CC1(C(=C(CCC1)C)C)C tetramethylcyclohexen